(5-cyano-4-((2-methoxyethyl)amino)pyridin-2-yl)-5-formyl-6-(2-methoxyphenyl)-1-methyl-1H-pyrrolo[3,2-b]pyridine-3-carboxamide C(#N)C=1C(=CC(=NC1)C1=C(C2=NC(=C(C=C2N1C)C1=C(C=CC=C1)OC)C=O)C(=O)N)NCCOC